4-(difluoromethyl)-6-((1-methylazetidin-3-yl)oxy)pyridin-2-amine FC(C1=CC(=NC(=C1)OC1CN(C1)C)N)F